N[C@H](C(=O)OC(C)(C)C)CCC(C)(C)C tert-butyl (S)-2-amino-5,5-dimethylhexanoate